NCCC[Si](OC)(OC)C Aminopropylmethyldi-methoxysilan